FC=1C=C(C=C(C1N1S(NC(C1)=O)(=O)=O)O)NC(=O)C(N)OC(=O)N1CC2(CC1)CCCCC2 [[3-fluoro-5-hydroxy-4-(1,1,4-trioxo-1,2,5-thiadiazolidin-2-yl)phenyl]carbamoyl-amino methyl]-2-azaspiro[4.5]decane-2-carboxylate